ClC1=CC=2C(N(CC3=CC=CC=C3C=3C(=CC(=C(NS(C(=C1O)C2)(=O)=O)C3)F)F)C)=O 13-chloro-19,21-difluoro-14-hydroxy-9-methyl-16,16-dioxo-16λ6-thia-9,17-diazatetracyclo[16.3.1.111,15.02,7]tricosa-1(22),2,4,6,11(23),12,14,18,20-nonaen-10-one